cobalt(III) perchlorate Cl(=O)(=O)(=O)[O-].[Co+3].Cl(=O)(=O)(=O)[O-].Cl(=O)(=O)(=O)[O-]